tert-butyl 4-(6-amino-5-nitro-2-pyridyl)-1,4-diazepan-1-carboxylate NC1=C(C=CC(=N1)N1CCN(CCC1)C(=O)OC(C)(C)C)[N+](=O)[O-]